2-((2-ethyl-6-(6-(3-hydroxyazetidin-1-yl)pyridin-3-yl)imidazo[1,2-a]pyridin-3-yl)(methyl)amino)-4-(4-fluorophenyl)thiazole C(C)C=1N=C2N(C=C(C=C2)C=2C=NC(=CC2)N2CC(C2)O)C1N(C=1SC=C(N1)C1=CC=C(C=C1)F)C